NC1=CC(=C(C(=N1)[C@@H]1[C@@H](CC=2C(=NC=NC2C1)N1CCN(CC1)C(C=C)=O)C)C(F)(F)F)C 1-(4-((6r,7s)-7-(6-amino-4-methyl-3-(trifluoromethyl)pyridin-2-yl)-6-methyl-5,6,7,8-tetrahydroquinazolin-4-yl)piperazin-1-yl)prop-2-en-1-one